7'-[(1R,3R)-3-hydroxycyclohexyl]-2'-methylsulfanyl-spiro[cyclopropane-1,5'-pyrrolo[2,3-d]pyrimidine]-6'-one O[C@H]1C[C@@H](CCC1)N1C(C2(C3=C1N=C(N=C3)SC)CC2)=O